2-benzyl-2-azaspiro[3.3]heptan-6-yl (2R,6R)-2,6-dimethyl-4-[6-(trifluoromethyl)-[1,3]thiazolo[5,4-b]pyridin-2-yl]piperazine-1-carboxylate C[C@H]1N([C@@H](CN(C1)C=1SC2=NC=C(C=C2N1)C(F)(F)F)C)C(=O)OC1CC2(CN(C2)CC2=CC=CC=C2)C1